6-bromo-5-methoxy-2,7-dimethyl-1,3-benzoxazole BrC1=C(C2=C(N=C(O2)C)C=C1OC)C